N(=[N+]=[N-])[C@H](C(=O)N1C(OC[C@@H]1CC1=CC=CC=C1)=O)CC=1C=C2C=CC=NC2=CC1 (4S)-3-[(2S)-2-azido-3-(quinolin-6-yl)propanoyl]-4-benzyl-1,3-oxazolidin-2-one